CC1CNCC(C1)C 3,5-dimethylpiperidine